C1=C(C=CC2=CC=CC=C12)O[C@@H](C(=O)NC1=CC=CC=C1)C |r| (RS)-alpha-2-naphthyloxypropionyl-aniline